2-(4-nitrophenyl)-3-(4-(pyrimidin-2-yloxy)phenyl)imidazo[1,2-c]pyrimidin-5-amine [N+](=O)([O-])C1=CC=C(C=C1)C=1N=C2N(C(=NC=C2)N)C1C1=CC=C(C=C1)OC1=NC=CC=N1